NCCCN(CCO)C 2-((3-aminopropyl)-methyl-amino)-ethanol